2-[6-(4-fluoro-2-methanesulfonyl-benzyl)-2-azaspiro[3.3]heptane-2-carbonyl]-8-oxa-2,5-diazaspiro[3.5]nonan-6-one FC1=CC(=C(CC2CC3(CN(C3)C(=O)N3CC4(C3)NC(COC4)=O)C2)C=C1)S(=O)(=O)C